N-(4-((6,7-dimethoxyquinolin-4-yl)amino)-2-fluorophenyl)cyclopropanesulfonamide COC=1C=C2C(=CC=NC2=CC1OC)NC1=CC(=C(C=C1)NS(=O)(=O)C1CC1)F